1-[2-cyano-4-(trifluoromethyl)phenyl]-4-[6-(4-methylpyrimidin-5-yl)pyridin-3-yl]-N-[(3R)-1-methylpyrrolidin-3-yl]piperidine-4-carboxamide C(#N)C1=C(C=CC(=C1)C(F)(F)F)N1CCC(CC1)(C(=O)N[C@H]1CN(CC1)C)C=1C=NC(=CC1)C=1C(=NC=NC1)C